C(CC(O)(C(=O)O)CC(=O)O)(=O)O.CC=1C=C(SC1C)CC[C@]1(CN(CC1)C(C)(C)C=1C=NC(=CC1)C)CNS(=O)(=O)C1=CC=C(C=C1)C |o1:22| (S or R)-N-((3-(2-(4,5-dimethylthiophen-2-yl)ethyl)-1-(2-(6-methylpyridin-3-yl)propan-2-yl)pyrrolidin-3-yl)methyl)-4-methylbenzene-sulfonamide citrate